(1-((7-((2-methyl-[1,1'-biphenyl]-3-yl)methoxy)-5-(pyrimidin-5-ylmethoxy)-2,3-dihydro-1H-inden-4-yl)methyl)azetidin-2-yl)methanol CC1=C(C=CC=C1COC=1C=C(C(=C2CCCC12)CN1C(CC1)CO)OCC=1C=NC=NC1)C1=CC=CC=C1